dimethyl-pentanediamine CC(C(N)(N)C)CCC